tert-butyl (3-(5-bromothiophen-2-yl)prop-2-yn-1-yl)carbamate BrC1=CC=C(S1)C#CCNC(OC(C)(C)C)=O